FC1=C(C=CC(=C1)F)C1=C(C(=CN1S(=O)(=O)C=1C=NC=CC1)C=O)OC 5-(2,4-difluorophenyl)-4-methoxy-1-(pyridin-3-ylsulfonyl)-1H-pyrrole-3-carbaldehyde